BrC=1C=CC=2N(C1)C(=CN2)C(=O)NC2=C(C=CC=C2)Cl 6-Bromo-N-(2-chlorophenyl)imidazo[1,2-a]pyridine-3-carboxamide